2-(6-Oxo-4-propylpyrimidin-1-yl)-N-[(1S)-1-phenylethyl]acetamide O=C1C=C(N=CN1CC(=O)N[C@@H](C)C1=CC=CC=C1)CCC